5-(3,4-dimethoxyphenyl)penta-2,4-dienal COC=1C=C(C=CC1OC)C=CC=CC=O